2-((Benzyloxy)methyl)cyclopropane-1-carboxylic acid C(C1=CC=CC=C1)OCC1C(C1)C(=O)O